CS(=O)(=O)C1=CC=C(C2=C1CCO2)N 4-(methylsulfonyl)-2,3-dihydrobenzofuran-7-amine